[(2S,3S,4E,6R,7S,10R)-2-[(E)-1-[3-(1-acetylpiperidin-4-yl)-7-fluorobenzotriazol-5-yl]prop-1-en-2-yl]-10-hydroxy-3,7-dimethyl-12-oxo-1-oxacyclododec-4-en-6-yl] piperazine-1-carboxylate N1(CCNCC1)C(=O)O[C@H]1/C=C/[C@@H]([C@H](OC(C[C@@H](CC[C@@H]1C)O)=O)/C(=C/C1=CC2=C(N=NN2C2CCN(CC2)C(C)=O)C(=C1)F)/C)C